C(C)(C)(C)N1N=C(N=N1)C(=O)NCC1=C(C=C(C=C1)C1=NC=NN2C1=CC(=C2)C=2C=NN(C2)CC(F)F)C 2-(tert-butyl)-N-(4-(6-(1-(2,2-difluoroethyl)-1H-pyrazol-4-yl)pyrrolo[2,1-f][1,2,4]triazin-4-yl)-2-methylbenzyl)-2H-tetrazole-5-carboxamide